(2-amino-6-bromopyridin-3-yl)-1-methylpiperidine-2-carboxamide NC1=NC(=CC=C1C1(N(CCCC1)C)C(=O)N)Br